1-(bicyclo[2.2.1]hept-5-en-2-yl)-3,4-dimethylpent-1-en-3-ol C12C(CC(C=C1)C2)C=CC(C(C)C)(O)C